4-(2-((3-chloro-5-isopropylisoquinolin-8-yl)oxy)ethyl)-3,5-dimethylisoxazole ClC=1N=CC2=C(C=CC(=C2C1)C(C)C)OCCC=1C(=NOC1C)C